[Cl-].[Cl-].C1=C(C=CC2=CC=CC=C12)C(=[Zr+2](C1=CC(=CC=2C3=CC(=CC=C3CC12)C(C)(C)C)C(C)(C)C)C1C=CC=C1)C1=CC2=CC=CC=C2C=C1 Bis(2-naphthyl)methylene(cyclopentadienyl)(3,6-di-tert-butylfluorenyl)zirconium dichloride